C(CCCCC(C)C)(=O)[O-].[Na+] sodium isooctanoate salt